Bis-(4-t-butylphenyl)-iodonium hexafluoro-phosphate F[P-](F)(F)(F)(F)F.C(C)(C)(C)C1=CC=C(C=C1)[I+]C1=CC=C(C=C1)C(C)(C)C